(1-methyl-1-phenyl-2-(2-ethoxyethoxy) ethyl) methyl carbonate C(OC(COCCOCC)(C1=CC=CC=C1)C)(OC)=O